ethyl 1-[(4-methoxyphenyl)methyl]-5-[[(trans)-4-[4-(pentafluoro-λ6-sulfanyl)phenyl]cyclohexyl]oxy]-1,2,3-triazole-4-carboxylate COC1=CC=C(C=C1)CN1N=NC(=C1O[C@@H]1CC[C@H](CC1)C1=CC=C(C=C1)S(F)(F)(F)(F)F)C(=O)OCC